BrC1=CC=C2CCC3(CCNCC3)OC2=C1 7-bromospiro[chroman-2,4'-piperidine]